5-(5-(3-(1H-1,2,3-triazol-4-yl)azetidin-1-yl)-1,3,4-oxadiazol-2-yl)-N-(2,3-dihydro-1H-inden-2-yl)pyrimidin-2-amine N1N=NC(=C1)C1CN(C1)C1=NN=C(O1)C=1C=NC(=NC1)NC1CC2=CC=CC=C2C1